[Si](C)(C)(C(C)(C)C)OC1=CC(=C(C=C1)NC(C1=C(C=CC(=C1)C(F)(F)F)NC1=C(C=C(C=C1)F)C)=O)C N-(4-((tert-butyldimethylsilyl)oxy)-2-methylphenyl)-2-((4-fluoro-2-methylphenyl)amino)-5-(trifluoromethyl)benzamide